O1CC=CC1=O Furan-5-one